C[Si](C)(C)[Ca][Si](C)(C)C bis(trimethylsilyl)calcium